12-Chloro-13-(trifluoromethyl)-15-oxa-8λ6-thia-1,9,11,25-tetraazapentacyclo[14.7.1.13,7.110,14.017,22]hexacosa-3(26),4,6,10(25),11,13,17,19,21-nonaene-2,8,8-trione ClC1=NC=2NS(C3=CC=CC(C(N4CC5=CC=CC=C5C(OC(=C1C(F)(F)F)N2)C4)=O)=C3)(=O)=O